ClC1=CC2=C(N(C(C(N2C)=O)=O)C2C[C@H]3CC[C@@H](C2)N3C(=O)OC(C)(C)C)N=C1 tert-Butyl (1R,3r,5S)-3-(7-chloro-1-methyl-2,3-dioxo-2,3-dihydropyrido[2,3-b]pyrazine-4(1H)-yl)-8-azabicyclo[3.2.1]octane-8-carboxylate